C(C)(C)(C)[C@H]1C[C@H]([C@H](O1)C(=O)NC1=CC(=NC=C1)C(=O)N)C1=C(C(=C(C=C1)F)F)OC (2S,3S,5R)-4-[[5-tert-butyl-3-(3,4-difluoro-2-methoxy-phenyl)tetrahydrofuran-2-carbonyl]amino]pyridine-2-carboxamide